tert-butyl (2R,3S,4S)-4-[(tert-butoxycarbonyl)oxy]-2-[(4-methoxy phenyl)methyl]-3-({[(2S)-oxolan-2-ylmethyl]carbamoyl}oxy)pyrrolidine-1-carboxylate C(C)(C)(C)OC(=O)O[C@@H]1[C@H]([C@H](N(C1)C(=O)OC(C)(C)C)CC1=CC=C(C=C1)OC)OC(NC[C@H]1OCCC1)=O